C(C(=O)[O-])(=O)[O-].[Sb+3].C(C(=O)[O-])(=O)[O-].C(C(=O)[O-])(=O)[O-].[Sb+3] antimony(III) oxalate